Tert-butyl (3-exo)-3-((7-(1-cyclopropyl-1H-pyrazol-4-yl)-4-((5-methyl-1H-pyrazol-3-yl) amino) quinazolin-2-yl) amino)-8-azabicyclo[3.2.1]octane-8-carboxylate C1(CC1)N1N=CC(=C1)C1=CC=C2C(=NC(=NC2=C1)NC1CC2CCC(C1)N2C(=O)OC(C)(C)C)NC2=NNC(=C2)C